(1R)-1-[5-(2,4-Dimethylphenyl)-1,2,4-oxadiazol-3-yl]-6-azaspiro[2.5]octan-6-sulfonamid CC1=C(C=CC(=C1)C)C1=NC(=NO1)[C@@H]1CC12CCN(CC2)S(=O)(=O)N